C(C=C)(=O)N1C[C@H](C[C@@H]1COC)N1N=C(C(=C1NC)C(=O)N)C#CC1=C(C2=C(NC(=N2)C)C=C1F)F 1-((3S,5R)-1-acryloyl-5-(methoxymethyl)pyrrolidin-3-yl)-3-((4,6-difluoro-2-methyl-1H-benzo[d]imidazol-5-yl)ethynyl)-5-(methylamino)-1H-pyrazole-4-carboxamide